FC([C@H](O)[C@H]1[C@@H]2CCN([C@H]([C@H]2CCC1)C)C(CC1=C(C#N)C=CC(=C1Cl)OC)=O)F 2-[2-[(1S,4aR,5R,8aS)-5-[(1R)-2,2-difluoro-1-hydroxy-ethyl]-1-methyl-3,4,4a,5,6,7,8,8a-octahydro-1H-isoquinolin-2-yl]-2-oxo-ethyl]-3-chloro-4-methoxy-benzonitrile